ethyl (2S,3S)-3-((2-chloroimidazo[5,1-f][1,2,4]triazin-4-yl)amino)bicyclo[2.2.2]octane-2-carboxylate ClC1=NN2C(C(=N1)N[C@@H]1[C@H](C3CCC1CC3)C(=O)OCC)=CN=C2